[2,4'-bipyridine]-2'-carboxylic acid N1=C(C=CC=C1)C1=CC(=NC=C1)C(=O)O